4-bromo-6a,7,9,10-tetrahydro-5H-pyrazino[1,2-a][1,8]Naphthyridine-8(6H)-carboxylic acid tert-butyl ester C(C)(C)(C)OC(=O)N1CC2N(C=3N=CC=C(C3CC2)Br)CC1